Br.C(C)N(C1=CC=CC=C1)CC N,N-diethylaniline HBr